NC(CNC(=O)C1=CN=C2N1C=C(C=C2)C2=C(N=CN2CC(F)F)C2=CC=C(C=C2)F)=O N-(2-amino-2-oxoethyl)-6-(1-(2,2-difluoro-ethyl)-4-(4-fluorophenyl)-1H-imidazol-5-yl)imidazo[1,2-a]pyridine-3-carboxamide